(S)-3-(1-(6-(1-amino-1,3-dihydro-spiro[indene-2,4'-piperidin]-1'-yl)-4-oxo-4,5-dihydro-1H-pyrazolo[3,4-d]pyrimidin-3-yl)vinyl)-5-methylpyridinenitrile N[C@@H]1C2=CC=CC=C2CC12CCN(CC2)C=2NC(C1=C(N2)NN=C1C(=C)C=1C(=NC=C(C1)C)C#N)=O